NCC1=CC(=C(C(=C1)C)NC(=O)C1=CC2=C(OCCC3=C2SC=C3)C=C1C=1C(=NC(=CC1)C(NC1CCC1)=O)C(=O)OC)C methyl 3-(9-((4-(aminomethyl)-2,6-dimethylphenyl)carbamoyl)-4,5-dihydrobenzo[b]thieno[2,3-d]oxepin-8-yl)-6-(cyclobutylcarbamoyl)picolinate